N,N-bis(2,2,6,6-tetramethylpiperidin-4-yl)hexamethylenediamine CC1(NC(CC(C1)N(CCCCCCN)C1CC(NC(C1)(C)C)(C)C)(C)C)C